CC1(OCC(CO1)OCC(COC1COC(OC1)(C)C)=O)C 1,3-bis((2,2-dimethyl-1,3-dioxan-5-yl)oxy)propan-2-one